2-nitroso-1,2,3,4-tetrahydroisoquinoline-3-carboxylic acid methyl ester COC(=O)C1N(CC2=CC=CC=C2C1)N=O